3-methyl-1,4-heptadienylboronic acid pinacol ester CC(C=CB1OC(C)(C)C(C)(C)O1)C=CCC